dihydrobenzo[b][1,4]dioxine-6-carbaldehyde O1C2=C(OCC1)C=C(C=C2)C=O